C(C)N(C)[Ti] (ethylmethylamino)-titanium